octahydro-3aH-3,6-methanopyrrolo[3,2-b]pyridine-3a-carboxamide N1CC2C3(NCC(CC31)C2)C(=O)N